FC=1C(=NC(=NC1)N[C@@H]1CC[C@H](CC1)O)C=1C=C(C=CC1)N1C(C=CC=C1)=O trans-1-(3-(5-fluoro-2-((4-hydroxycyclohexyl)amino)pyrimidin-4-yl)phenyl)pyridin-2(1H)-one